C(#N)[C@H](CC1=C(C=C(C=C1)C=1C(=CC2=C(N(C(O2)=O)C)C1)F)F)NC(OC(C)(C)C)=O tert-butyl (S)-(1-cyano-2-(2-fluoro-4-(6-fluoro-3-methyl-2-oxo-2,3-dihydrobenzo[d]oxazol-5-yl)phenyl) ethyl)carbamate